1-(4-[(2,6-difluorophenyl)carbamoyl]-3-{[(2S)-1,1,1-trifluoroprop-2-yl]oxy}phenyl)-4-ethyl-5-oxo-4,5-dihydro-1H-1,2,4-triazole-3-carboxylic acid FC1=C(C(=CC=C1)F)NC(=O)C1=C(C=C(C=C1)N1N=C(N(C1=O)CC)C(=O)O)O[C@H](C(F)(F)F)C